C(C)C(CP(OC1=CC=C(C=C1)CCCCCCCCC)([O-])=O)CCCC.[Ni+2].C(CCCCCCCC)C1=CC=C(C=C1)OP([O-])(=O)CC(CCCC)CC nickel (p-nonylphenyl) (2-ethylhexyl)phosphonate